CC1=NC(=NO1)C=1C=CC=CC1 3-(5-methyl-1,2,4-oxadiazol-3-yl)benzene